C(C)(C)C1=C(C=CC=C1)C1=CC(=CC=C1)C1=C(C=CC=C1)C(C)C 2,6-bis(2-isopropylphenyl)benzene